FC1(CCC2=C1N=C(N=C2C2=CC1=C([C@H](CS1(=O)=O)NS(=O)(=O)C)C=C2)N2[C@H]([C@@H](C2)F)C)F N-[(3R)-6-[7,7-difluoro-2-[(2S,3R)-3-fluoro-2-methyl-azetidin-1-yl]-5,6-dihydrocyclopenta[d]pyrimidin-4-yl]-1,1-dioxo-2,3-dihydrobenzothiophen-3-yl]methanesulfonamide